3-hydroxy-5-methyl-6-(3-phenoxybenzyl)-2-propylisonicotinic acid ethyl ester C(C)OC(C1=C(C(=NC(=C1C)CC1=CC(=CC=C1)OC1=CC=CC=C1)CCC)O)=O